C(C=C)(=O)N1C[C@H](N(CC1)C(=O)OC=1C=C2C(=NC=NC2=CC1OC)NC1=CC(=C(C=C1)C#N)Cl)C 4-((3-chloro-4-cyanophenyl) amino)-7-methoxyquinazolin-6-yl (R)-4-acryloyl-2-methylpiperazine-1-carboxylate